C(C=C)NC[C@H](COCC1=CC=CC=C1)O (R)-1-(allylamino)-3-(benzyloxy)propan-2-ol